1,3-bis-[(2'-cyano-3',3'-diphenylacryloyl)oxy]-2,2-bis-{[(2'-cyano-3',3'-diphenylacryloyl)oxy]methyl}-propane C1=CC=C(C=C1)/C=C(/C(=O)OCC(COC(=O)/C(=C\C2=CC=CC=C2)/C3=CC=CC=C3C#N)(COC(=O)/C(=C/C4=CC=CC=C4)/C5=CC=CC=C5C#N)COC(=O)/C(=C/C6=CC=CC=C6)/C7=CC=CC=C7C#N)\C8=CC=CC=C8C#N